(E)-3-(2-iodovinyl)-4-triethylsiloxyphenol I/C=C/C=1C=C(C=CC1O[Si](CC)(CC)CC)O